titanium-copper-gold [Au].[Cu].[Ti]